C(CCCCCCCCCCC)(=O)N[C@@H](CCCNC(N)=N)C(=O)O N-lauroyl-arginine